2-[(2R)-3-(dimethylamino)-2-[9H-fluoren-9-yl-methoxycarbonyl(methyl)amino]-3-oxo-propyl]sulfanylacetic acid CN(C([C@H](CSCC(=O)O)N(C)C(=O)OCC1C2=CC=CC=C2C=2C=CC=CC12)=O)C